1-(3-chloro-5-((4-(4,5-dichlorothiophen-2-yl)-5-(4-cyclohexylpiperazin-1-yl)-1,3-thiazol-2-yl)carbamoyl)pyridin-2-yl)piperidine-4-carboxylic acid ethyl ester C(C)OC(=O)C1CCN(CC1)C1=NC=C(C=C1Cl)C(NC=1SC(=C(N1)C=1SC(=C(C1)Cl)Cl)N1CCN(CC1)C1CCCCC1)=O